tert-butyl (1R,5S,7s)-7-(4-(4,4,5,5-tetramethyl-1,3,2-dioxaborolan-2-yl)-1H-pyrazol-1-yl)-3-oxa-9-azabicyclo[3.3.1]nonane-9-carboxylate CC1(OB(OC1(C)C)C=1C=NN(C1)C1C[C@H]2COC[C@@H](C1)N2C(=O)OC(C)(C)C)C